NC=1C2=C(N=CN1)N(C(=C2C=2C=NC1=CC=CC=C1C2)C#C)[C@H]2CN(CC2)C(C=C)=O (R)-1-(3-(4-amino-6-ethynyl-5-(quinolin-3-yl)-7H-pyrrolo[2,3-d]pyrimidin-7-yl)pyrrolidin-1-yl)prop-2-en-1-one